(S)-2-(2-(3-(ethoxymethyl)-1-(2-(6-methylpyridin-3-yl)propan-2-yl)pyrrolidin-3-yl)ethyl)thieno[2,3-b]pyridine citrate C(CC(O)(C(=O)O)CC(=O)O)(=O)O.C(C)OC[C@@]1(CN(CC1)C(C)(C)C=1C=NC(=CC1)C)CCC1=CC=2C(=NC=CC2)S1